methyl (R)-3-((1-(1H-indol-3-yl)propan-2-yl)amino)propanoate N1C=C(C2=CC=CC=C12)C[C@@H](C)NCCC(=O)OC